C(C1=CC=CC=C1)OC1=C2C(=CNC2=CC=C1)C1CN(CCC1)CC1=CC=CC=C1 4-(benzyloxy)-3-(1-benzyl-piperidin-3-yl)-1H-indol